FC1=C(C=CC(=C1)F)CCC(C)=O 4-(2,4-difluoro-phenyl)-butan-2-one